FC=1C=C(C=CC1OC1=C2C(=NC=C1)C=C(S2)C2=NC=C(C=C2)CNCCOC)NC(=O)C=2C(N(N=CC2)C2=CC=C(C=C2)F)=O N-(3-fluoro-4-[{2-(5-[{(2-methoxyethyl)amino}methyl]pyridin-2-yl)thieno[3,2-b]pyridin-7-yl}oxy]phenyl)-2-(4-fluorophenyl)-3-oxo-2,3-dihydropyridazine-4-carboxamide